COC(=O)C1=CC=C2C(=N1)NC(N2C[C@H]2OCC2)[C@H](C)N2CCN(CC2)C2=CC=CC=1OC(OC12)(C)C1=NC=C(C=C1)Cl 2-((S)-1-(4-(2-(5-chloropyridin-2-yl)-2-methylbenzo[d][1,3]dioxol-4-yl)piperazin-1-yl)ethyl)-1-(((S)-oxetan-2-yl)methyl)-3H-imidazo[4,5-b]pyridine-5-carboxylic acid methyl ester